C(C)(C)(C)OC(NCCNC(C)(C)C)=O (2-(tert-butylamino)ethyl)carbamic acid tert-butyl ester